FC=1C=NC(=NC1)C=1C=C(C=CC1C)NC(=O)N1[C@H]2C[C@@H](C[C@@]1(C2)C(C)OC)C (1R,3S,5S)-N-(3-(5-fluoropyrimidin-2-yl)-4-methylphenyl)-1-(1-methoxyethyl)-3-methyl-6-azabicyclo[3.1.1]heptane-6-carboxamide